1-Boc-3-hydroxypyrrolidin C(=O)(OC(C)(C)C)N1CC(CC1)O